4-(4-aminopyridin-2-yl)piperazine-1-carboxylate NC1=CC(=NC=C1)N1CCN(CC1)C(=O)[O-]